N-(6-(5-chloro-7-(1-(ethylamino)-1-oxopropan-2-yl)-6-fluoro-1H-indazol-4-yl)imidazo[1,2-a]pyrazin-2-yl)-2-fluorocyclopropane-1-carboxamide ClC=1C(=C2C=NNC2=C(C1F)C(C(=O)NCC)C)C=1N=CC=2N(C1)C=C(N2)NC(=O)C2C(C2)F